Potassium Cetyl Phosphate P(=O)(OCCCCCCCCCCCCCCCC)([O-])[O-].[K+].[K+]